[4-(5,5-dioxo-6H-benzo[c][1]benzothiepin-11-ylidene)-1-piperidyl]-(1H-pyrrolo[2,3-c]pyridin-4-yl)methanone O=S1(CC2=C(C(C3=C1C=CC=C3)=C3CCN(CC3)C(=O)C3=C1C(=CN=C3)NC=C1)C=CC=C2)=O